BrC=1C=C(CNC(=O)C2=NC3=C(N2)C=CC(=C3)[N+](=O)[O-])C=CC1 N-(3-bromobenzyl)-5-nitro-1H-benzimidazole-2-carboxamide